C(C)(C)(C)OC(C[C@@H]1C(N([C@@H]([C@H](C1)C1=CC(=CC=C1)Cl)C1=CC=C(C=C1)Cl)[C@H](C(=O)OCC)CC)=O)=O (S)-ethyl 2-((3R,5R,6S)-3-(2-tert-butoxy-2-oxoethyl)-5-(3-chlorophenyl)-6-(4-chlorophenyl)-2-oxopiperidin-1-yl)butanoate